(S)-N-(1-(3-bromo-4-chlorophenyl)-2-hydroxyethyl)-4-(5-methyl-2-((1-methyl-1H-pyrazol-5-yl)amino)pyrimidin-4-yl)oxazole-2-carboxamide BrC=1C=C(C=CC1Cl)[C@@H](CO)NC(=O)C=1OC=C(N1)C1=NC(=NC=C1C)NC1=CC=NN1C